phenoxy-1-(methoxymethyl)cyclohexane-1-carboxylic acid O(C1=CC=CC=C1)C1C(CCCC1)(C(=O)O)COC